F[C@]([C@H](C=O)O)(O)[C@@H](O)[C@H](O)CO 3-fluorogalactose